[In].[Sn].[Bi] bismuth-tin-indium